6-((6-bromocoumarin-4-yl)oxy)-N-hydroxyhexanamide BrC=1C=C2C(=CC(OC2=CC1)=O)OCCCCCC(=O)NO